[3-[3-[3-(trifluoromethoxy)phenyl]-1-bicyclo[1.1.1]pentanyl]azetidin-1-yl]methanone FC(OC=1C=C(C=CC1)C12CC(C1)(C2)C2CN(C2)C=O)(F)F